NC(C[C@H]1C=2N(C3=C(C(=N1)C1=CC=C(C=C1)C1=CC(=CC=C1)NC(=O)C=1C=NN4C1C(=CC=C4)F)C(=C(S3)C)C)C(=NN2)C)=O (S)-N-(4'-(6-(2-amino-2-oxoethyl)-2,3,9-trimethyl-6H-thieno[3,2-f][1,2,4]triazolo[4,3-a][1,4]diazepin-4-yl)-[1,1'-biphenyl]-3-yl)-4-fluoropyrazolo[1,5-a]pyridine-3-carboxamide